C1(CC1)C=1C=C(C(=NC1)N1CCN(CC1)C(=O)C1=C(C=C(C=C1)C1(C(NC(N1)=O)=O)CC)C)C 5-{4-[4-(5-cyclopropyl-3-methylpyridin-2-yl)piperazine-1-carbonyl]-3-methylphenyl}-5-ethylimidazolidine-2,4-dione